6'-chloro-1',2'-dihydrospiro[cyclopropane-1,3'-pyrrolo[3,2-c]pyridine] ClC1=CC2=C(C=N1)C1(CN2)CC1